OC[C@@]12[C@H]3[C@@H]([C@H]([C@@H](OC1)O2)NC(C)=O)OC(O3)(C)C N-((3aR,4S,7S,8R,8aR)-4-(hydroxymethyl)-2,2-dimethylhexahydro-4,7-epoxy[1,3]dioxolo[4,5-d]oxepin-8-yl)acetamide